ClC1=C(C(=CC=C1F)Cl)C1(CCOC=2C=C(C=CC2)C2=NC=C(C=N2)N=C(C2=CC=CC=C2)C2=CC=CC=C2)CC=CC=C1 2-{3-[1-(2,6-dichloro-3-fluorophenyl)phenethyloxy]phenyl}-N-(diphenylmethylene)pyrimidin-5-amine